6-[3-chloro-4-[2-chloro-3-(5-formyl-6-methoxy-2-pyridyl)phenyl]-2-pyridyl]-1-methyl-indole-3-carbaldehyde ClC=1C(=NC=CC1C1=C(C(=CC=C1)C1=NC(=C(C=C1)C=O)OC)Cl)C1=CC=C2C(=CN(C2=C1)C)C=O